CC1=NC(=CC(=C1)C=1NC2=CC=C(C=C2C1C(C)C)C1CCN(CC1)C(CNCCOC)=O)C 1-(4-(2-(2,6-dimethylpyridin-4-yl)-3-isopropyl-1H-indol-5-yl)piperidin-1-yl)-2-((2-methoxyethyl)amino)ethan-1-one